O1CN(C2=C1C=CC=C2)C(=O)[O-] 3-benzoxazolate